4-amino-7-{1-[1-(2,4-difluorophenyl)-1H-pyrazol-4-yl]Propyl}-5-[2-(trifluoromethyl)pyrimidin-5-yl]-7H-pyrrolo[2,3-d]Pyrimidine-6-carbonitrile NC=1C2=C(N=CN1)N(C(=C2C=2C=NC(=NC2)C(F)(F)F)C#N)C(CC)C=2C=NN(C2)C2=C(C=C(C=C2)F)F